FC(CN(C(C1=C(C=CC(=C1)F)C=1C=C(N2C1C=NC=C2C)CC2CN(C2)CC2CCOCC2)=O)C(C)C)F N-(2,2-difluoroethyl)-5-fluoro-2-[4-methyl-6-({1-[(oxan-4-yl)methyl]azetidin-3-yl}methyl)pyrrolo[1,2-a]pyrazin-8-yl]-N-(isopropyl)benzamide